Glutamylvaline N[C@@H](CCC(=O)O)C(=O)N[C@@H](C(C)C)C(=O)O